6-chloro-4-ethyl-nicotinonitrile ClC1=NC=C(C#N)C(=C1)CC